Methyl (2S)-2-((2S)-2-(((2-(3-chlorophenyl)-2,2-difluoro-1-phenylethoxy)carbonyl)amino)hexanamido)-3-((S)-2-oxopyrrolidin-3-yl)propanoate ClC=1C=C(C=CC1)C(C(OC(=O)N[C@H](C(=O)N[C@H](C(=O)OC)C[C@H]1C(NCC1)=O)CCCC)C1=CC=CC=C1)(F)F